C(C(C)C)=O isobutaneOne